S1C(=CC=C1)C(=O)C1=C(C(=CC(=C1)F)OC)OC (2-methoxyl-methoxy-5-fluoro-phenyl) (2-thienyl) ketone